FC1=CC=C(COC2=CC3=C(C(=CC(O3)=O)C(F)(F)F)C=C2)C=C1 7-((4-fluorobenzyl)oxy)-4-trifluoromethyl-2H-1-benzopyran-2-one